BrC=1C(=C(NCC2CN(CCO2)C(=O)OC(C)(C)C)C=C(C1)C)Cl tert-butyl 2-[(3-bromo-2-chloro-5-methyl-anilino)methyl]morpholine-4-carboxylate